Ethyl (S)-4-amino-3-fluoro-5-((oxetan-2-ylmethyl)amino)benzoate NC1=C(C=C(C(=O)OCC)C=C1NC[C@H]1OCC1)F